FC=1C(=CC(=NC1)NC1=NN(C2=C1C=NC(=C2)C(=O)N2CCOCCC2)CC(F)(F)F)O [3-[(5-fluoro-4-hydroxy-2-pyridyl)amino]-1-(2,2,2-trifluoroethyl)pyrazolo[4,3-c]pyridin-6-yl]-(1,4-oxazepan-4-yl)methanone